N-(benzo[d][1,2]thiazepin-3-yl)-4-[3-(trifluoromethyl)phenyl]benzamide C1=NS(C=CC2=C1C=CC=C2)NC(C2=CC=C(C=C2)C2=CC(=CC=C2)C(F)(F)F)=O